1-((3s,4r)-4-(3,4-difluorophenyl)-1-(1H-pyrazol-4-yl)pyrrolidin-3-yl)-3-(3-ethoxy-4-methyl-1-phenyl-1H-pyrazol-5-yl)urea FC=1C=C(C=CC1F)[C@H]1[C@@H](CN(C1)C=1C=NNC1)NC(=O)NC1=C(C(=NN1C1=CC=CC=C1)OCC)C